(2,4,6-trimethylbenzoyl)di(p-tolyl)phosphorus oxide CC1=C(C(=O)P(C2=CC=C(C=C2)C)(C2=CC=C(C=C2)C)=O)C(=CC(=C1)C)C